3-[2-[ethyl(methyl)amino]ethyl]-1H-indol-4-ol C(C)N(CCC1=CNC=2C=CC=C(C12)O)C